FC1=CC=C(S1)CC[C@@]1(CN(CC1)C(C)(C)C=1C=NC(=CC1)C)COCC#N |o1:8| (R or S)-2-((3-(2-(5-fluorothiophen-2-yl)ethyl)-1-(2-(6-methylpyridin-3-yl)propan-2-yl)pyrrolidin-3-yl)methoxy)acetonitrile